CC(CC1C(NC(N1)=O)=O)S 5-(2-methyl-mercaptoethyl)hydantoin